3-(2-(2-Aminopyridin-3-yl)-3-(4-(piperazin-1-ylmethyl)phenyl)-3H-imidazo[4,5-b]pyridin-5-yl)benzonitrile NC1=NC=CC=C1C1=NC=2C(=NC(=CC2)C=2C=C(C#N)C=CC2)N1C1=CC=C(C=C1)CN1CCNCC1